N-[[2-methyl-4-[2-[(1-methylpyrazol-4-yl)amino]pyrimidin-4-yl]phenyl]methyl]-3-propan-2-yloxyazetidine CC1=C(C=CC(=C1)C1=NC(=NC=C1)NC=1C=NN(C1)C)CN1CC(C1)OC(C)C